FC=1C(=C(C(=O)OCC)C=C(C1)NC(=O)C1(CC1)C1=C(C=C(C=C1)C(F)(F)F)F)C=1C=NN(C1)CC(F)(F)F Ethyl 3-fluoro-5-[({1-[2-fluoro-4-(trifluoromethyl) phenyl]cyclopropyl}carbonyl) amino]-2-[1-(2,2,2-trifluoroethyl)-1H-pyrazol-4-yl]benzoate